C(CCCCCCCCCCC)OC(CCCCCCCCCCC)=O dodecanoic acid n-dodecyl ester